BrC=1C=NC=CC1C(=O)N1CC2=C(NC=3C(=CC=C(C23)C)F)CC1 (3-bromo-4-pyridyl)-(6-fluoro-9-methyl-1,3,4,5-tetrahydropyrido[4,3-b]indol-2-yl)methanone